phosphoglycerol citrate C(CC(O)(C(=O)O)CC(=O)O)(=O)O.P(=O)(O)(O)OCC(O)CO